C(=O)(O)CCCCC=1N([C@H]2[C@H](S)[C@H](O)[C@@H](CO)O2)C=2N=C(NC(C2N1)=O)N 8-Carboxybutylthioguanosine